2-[(3-CHLORO-2-FORMYLPHENYL)(ETHYL)AMINO]-N-(PROPAN-2-YL)ACETAMIDE ClC=1C(=C(C=CC1)N(CC(=O)NC(C)C)CC)C=O